tetramethyl-1,1'-(o-phenylene)diphospholane CC1(C(P(CC1)C1=C(C=CC=C1)P1CCCC1)(C)C)C